6-chloro-4-(6-(difluoromethyl)imidazo[1,2-b]pyridazin-3-yl)picolinic acid ClC1=CC(=CC(=N1)C(=O)O)C1=CN=C2N1N=C(C=C2)C(F)F